1,7,13-Trioxa-4,10,16-triazacyclooctadecane O1CCNCCOCCNCCOCCNCC1